1,2,2,2-tetradeuterio-1-[2-fluoro-3-(trifluoromethyl)phenyl]ethanol [2H]C(C([2H])([2H])[2H])(O)C1=C(C(=CC=C1)C(F)(F)F)F